N1C=NC2=C1C=CC(=C2)N2C(OC[C@@H]2C2=C(C=C(C=C2)OCCC(F)F)F)=O (S)-3-(1H-benzo[d]imidazol-5-yl)-4-(4-(3,3-difluoropropoxy)-2-fluorophenyl)oxazolidin-2-one